(4-((((2-aminoethyl) carbamoyl) oxy) methyl) phenyl) borate B(OC1=CC=C(C=C1)COC(NCCN)=O)([O-])[O-]